COCCCOC=1C=C(C=CC1)S(=O)(=O)Cl 3-(3-methoxy-propoxy)benzenesulfonyl chloride